ClC1=C(C=2N=C(N=C3C2C(=N1)OC[C@@H](N3C(C)C=3C(=NC=CC3)N(CC3=CC=C(C=C3)OC)CC3=CC=C(C=C3)OC)C)SC)F 3-(1-((S)-5-chloro-4-fluoro-9-methyl-2-(methylthio)-8,9-dihydro-10H-7-oxa-1,3,6,10-tetraazacyclohepta[de]naphthalen-10-yl)ethyl)-N,N-bis(4-methoxybenzyl)pyridin-2-amine